N-{1-[6-(trifluoromethyl)pyridin-3-yl]-1H-indazol-4-yl}benzamide FC(C1=CC=C(C=N1)N1N=CC2=C(C=CC=C12)NC(C1=CC=CC=C1)=O)(F)F